FC1(COC1)C#CC=1C=CC=2OC[C@@H](C(N(C2N1)C)=O)NC(=O)C1=NC=CC(=C1)OC1=CC(=CC=C1)F (S)-N-(7-((3-fluorooxetan-3-yl)ethynyl)-5-methyl-4-oxo-2,3,4,5-tetrahydropyrido[3,2-b][1,4]oxazepin-3-yl)-4-(3-fluorophenoxy)pyridineamide